C(C)(C)(C)C1=CC=C(C=C1)N(C(=O)[C@@H]1N(CCC1)C(C(F)(F)F)=O)C(C(=O)NCC(=O)N(C)C)C=1C=NC=CC1 (2R)-N-(4-(tert-butyl)phenyl)-N-(2-((2-(dimethylamino)-2-oxoethyl)amino)-2-oxo-1-(pyridin-3-yl)ethyl)-1-(2,2,2-trifluoroacetyl)pyrrolidine-2-carboxamide